COC1=C(C=C(CN(C)CC2=CC=CC(=N2)NC(OC(C)(C)C)=O)C=C1[N+](=O)[O-])C1=NN(C=N1)C Tert-butyl (6-(((4-methoxy-3-(1-methyl-1H-1,2,4-triazol-3-yl)-5-nitrobenzyl)(methyl)amino)methyl)pyridin-2-yl)carbamate